2-amino-N-((1R)-1-(5-fluoro-2-pyridinyl)ethyl)-3-methyl-N-((5-(trifluoromethyl)-2-pyridinyl)methyl)-6-quinolinecarboxamide NC1=NC2=CC=C(C=C2C=C1C)C(=O)N(CC1=NC=C(C=C1)C(F)(F)F)[C@H](C)C1=NC=C(C=C1)F